3-(2-carboxy-4-phenyl-3-styryl-cyclobutyl)-acrylic acid C(=O)(O)C1C(C(C1C=CC1=CC=CC=C1)C1=CC=CC=C1)C=CC(=O)O